C[Si](N[Si](C)(C1=CC=CC=C1)C1=CC=CC=C1)(C1=CC=CC=C1)C1=CC=CC=C1 1,3-dimethyltetraphenyl-disilazane